4-(2,3-Dihydro-indol-1-yl)-benzoic acid N1(CCC2=CC=CC=C12)C1=CC=C(C(=O)O)C=C1